(4-(3,4-difluoro-2-(trifluoromethyl)-phenyl)piperidin-1-yl)(4,5,6,7-tetra-hydro-1H-pyrazolo[4,3-c]pyridin-3-yl)methanone FC=1C(=C(C=CC1F)C1CCN(CC1)C(=O)C1=NNC2=C1CNCC2)C(F)(F)F